FC1=CC(=C(C=C1)C(C)=O)O 4'-fluoro-2'-hydroxyacetophenone